C(C)C=1C2=C(C(N(N1)CC(=O)NC=1OC=CN1)=O)SC(=C2)C 2-{4-Ethyl-2-methyl-7-oxo-6H,7H-thieno[2,3-d]pyridazin-6-yl}-N-(1,3-oxazol-2-yl)acetamide